1-(3-fluoro-5-(5-(3-(methylsulfonyl)phenyl)-1H-pyrazolo[3,4-b]pyridin-3-yl)phenyl)-3-(pyridin-2-yl)urea FC=1C=C(C=C(C1)C1=NNC2=NC=C(C=C21)C2=CC(=CC=C2)S(=O)(=O)C)NC(=O)NC2=NC=CC=C2